Isopropyl-5-(4-(trifluoromethyl)phenoxy)quinoline-2-carboxamide C(C)(C)C=1C(=NC2=CC=CC(=C2C1)OC1=CC=C(C=C1)C(F)(F)F)C(=O)N